N-((2-(2,6-Dioxopiperidin-3-yl)-1-oxoisoindolin-5-yl)methyl)-2-(3-(4-(pyridin-2-yl)piperazin-1-yl)phenyl)acetamide O=C1NC(CCC1N1C(C2=CC=C(C=C2C1)CNC(CC1=CC(=CC=C1)N1CCN(CC1)C1=NC=CC=C1)=O)=O)=O